Pyrazolyl-pyrimidinylamine N1N=C(C=C1)NC1=NC=CC=N1